FC1(CN(CC1)CCCN1C=CC2=CC(=CC=C12)NC(C=C)=O)F N-(1-(3-(3,3-difluoropyrrolidin-1-yl)propyl)-1H-indol-5-yl)acrylamide